N-[5-[3-(3,3-dimethylbutoxy)-5-fluoro-phenyl]-4-(2,6-dimethylphenyl)thiazol-2-yl]benzenesulfonamide CC(CCOC=1C=C(C=C(C1)F)C1=C(N=C(S1)NS(=O)(=O)C1=CC=CC=C1)C1=C(C=CC=C1C)C)(C)C